3-Phenylprop-2-enaldehyde C1(=CC=CC=C1)C=CC=O